4'-(pyridin-4-yl)-2',5'-bis(trifluoromethyl)-[1,1'-biphenyl] N1=CC=C(C=C1)C1=CC(=C(C=C1C(F)(F)F)C1=CC=CC=C1)C(F)(F)F